CC1=C(CNC(OC(C)(C)C)=O)C=CC(=C1)C1=NC=NN2C1=CC(=C2)C2=CC=NC=C2 tert-butyl (2-methyl-4-(6-(pyridin-4-yl)pyrrolo[2,1-f][1,2,4]triazin-4-yl)benzyl)carbamate